N1=NC(C=CC1=O)=O Pyridazine-3,6-dione